(S)-1-Boc-piperidine-2-methylamine C(=O)(OC(C)(C)C)N1[C@@H](CCCC1)CN